3-[4-(hydroxymethyl)naphthalene-2-carbonyl]piperidine-1-carboxylic acid tert-butyl ester C(C)(C)(C)OC(=O)N1CC(CCC1)C(=O)C1=CC2=CC=CC=C2C(=C1)CO